C(C)S(=O)(=O)N1C=CC2=C(C=CC=C12)C=1C2=C(C=3NC(C=4N(C3C1C)C(=NN4)C)(C)C)CCO2 6-(1-(ethylsulfonyl)-1H-indol-4-yl)-3,5,11,11-tetramethyl-8,9,10,11-tetrahydrofuro[3,2-f][1,2,4]triazolo[4,3-a]quinoxaline